C1(CC1)C[C@H](CC=O)[C@H]1N(C(OC1)(C)C)C(=O)OC(C)(C)C tert-butyl (4R)-4-[(1R)-1-(cyclopropylmethyl)-3-oxo-propyl]-2,2-dimethyl-oxazolidine-3-carboxylate